FC1=NN2C(N=CC3=C2C(CC3)(C)C=3SC=CN3)=C1 (2-fluoro-8-methyl-7,8-dihydro-6H-cyclopenta[e]pyrazolo[1,5-a]pyrimidin-8-yl)thiazole